N=1C=CN2C1C=CC(=C2)C2=CC=C(C=C2)S(=O)(=O)[C@@H]2CC[C@H](CC2)NC2=CC(=CC=C2)SC(F)(F)F N-[trans-4-(4-{imidazo[1,2-a]pyridin-6-yl}benzenesulfonyl)cyclohexyl]-3-[(trifluoromethyl)sulfanyl]aniline